C(C1=CC=CC=C1)OC(=O)N[C@@H](CCCCNC(OCC1=CC=CC=C1)=O)C(NCCOCCOCCOCCOCCC(=O)OC(C)(C)C)=O Tert-butyl (S)-9-(((benzyloxy)carbonyl)amino)-3,10-dioxo-1-phenyl-2,14,17,20,23-pentaoxa-4,11-diazahexacosan-26-oate